1-(2,6-difluorobenzyl)-6-(2-(3-fluorophenyl)oxazol-4-yl)-3,3-dimethylindolin-2-one FC1=C(CN2C(C(C3=CC=C(C=C23)C=2N=C(OC2)C2=CC(=CC=C2)F)(C)C)=O)C(=CC=C1)F